2-chloro-6-aminopurine ClC1=NC(=C2NC=NC2=N1)N